NC1=NN2C(C=C(C=C2)C=2C=C(C(=NC2)OC)C(=O)NCC2=C(C=CC=C2)OCC2CC2)=N1 5-{2-amino-[1,2,4]triazolo[1,5-a]pyridin-7-yl}-N-{[2-(cyclopropylmethoxy)phenyl]methyl}-2-methoxypyridine-3-carboxamide